N1=CC=CC=2CCN(CC12)C(=O)C=1N=C2N(N1)[C@H](C[C@H]2F)C2=CC=CC=C2 |r| 6,8-Dihydro-5H-1,7-naphthyridin-7-yl-[rac-(5R,7R)-7-fluoro-5-phenyl-6,7-dihydro-5H-pyrrolo[1,2-b][1,2,4]triazol-2-yl]methanon